tert-butyl 4-[2-[4-[2-(6-methyl-7-oxo-1H-pyrrolo[2,3-c]pyridin-4-yl)-4-nitro-phenoxy]phenyl]ethyl]piperidine-1-carboxylate CN1C(C2=C(C(=C1)C1=C(OC3=CC=C(C=C3)CCC3CCN(CC3)C(=O)OC(C)(C)C)C=CC(=C1)[N+](=O)[O-])C=CN2)=O